FC=1C(=NC=2N(C1)N=CC2C(=O)NC=2C=C(C=CC2C)S(=O)(=O)OC2CCC2)N[C@H](C)C=2C(=NC=CC2)O Cyclobutyl (1R,3r)-3-(6-fluoro-5-(((R)-1-(2-hydroxypyridin-3-yl)ethyl)amino)pyrazolo[1,5-a]pyrimidine-3-carboxamido)4-methylbenzenesulfonate